3,5-dibromopyridine-4-carbaldehyde BrC=1C=NC=C(C1C=O)Br